1-(tert-Butyl)-3-(2-Methoxyphenyl)-5-methyl-pyrazol-4-ol C(C)(C)(C)N1N=C(C(=C1C)O)C1=C(C=CC=C1)OC